naphthalone C1(CC=CC2=CC=CC=C12)=O